6-(1-Naphthylimino)ethyl-2-acetylpyridin C1(=CC=CC2=CC=CC=C12)N=CCC1=CC=CC(=N1)C(C)=O